1-(bicyclo[1.1.1]pentan-1-yl)-N-((R)-1-(3-(difluoromethyl)-2-fluorophenyl)ethyl)-4-(((1R,5S,6s)-3-methyl-3-azabicyclo[3.1.0]hexan-6-yl)amino)-6-oxo-1,6-dihydropyridine-3-carboxamide C12(CC(C1)C2)N2C=C(C(=CC2=O)NC2[C@@H]1CN(C[C@H]21)C)C(=O)N[C@H](C)C2=C(C(=CC=C2)C(F)F)F